8-methoxy-2-(trifluoromethyl)-4H-pyrido[1,2-a]pyrimidin-4-one COC1=CC=2N(C(C=C(N2)C(F)(F)F)=O)C=C1